potassium tetrafluoroborate F[B-](F)(F)F.[K+]